2-Hydroxypropylcarbamic acid OC(CNC(O)=O)C